ethyl 2-azaspiro[4.5]decane-3-carboxylate C1NC(CC12CCCCC2)C(=O)OCC